NC1=C(C(=C(C(=O)OC)C(=C1F)F)F)F methyl 4-amino-2,3,5,6-tetrafluorobenzoate